C(C)OC(=O)C1C(C1C=O)(C)C 3-FORMYL-2,2-DIMETHYL-CYCLOPROPANECARBOXYLIC ACID ETHYL ESTER